[4-(2,3-diamino-4-pyridyl)-1-piperidyl]-[4-(trifluoromethoxy)phenyl]methanone NC1=NC=CC(=C1N)C1CCN(CC1)C(=O)C1=CC=C(C=C1)OC(F)(F)F